(6R,6aS,11aR)-14-(cyclopropylmethyl)-2-methoxy-8-methyl-9-(pyridin-2-yl)-5,6,9,11-tetrahydro-6,11a-(epiminoethano)naphtho[2,1-f]indazol-6a(7H)-ol C1(CC1)CN1CC[C@@]23[C@@](CC4=C(N(N=C4C2)C2=NC=CC=C2)C)([C@H]1CC=1C=CC(=CC13)OC)O